3-fluoro-4-isothiocyanato-2-(trifluoromethyl)benzonitrile FC=1C(=C(C#N)C=CC1N=C=S)C(F)(F)F